3-(4-(3-aminoazetidin-1-yl)-2,6-difluoro-phenyl)piperidine-2,6-dione NC1CN(C1)C1=CC(=C(C(=C1)F)C1C(NC(CC1)=O)=O)F